2-(4-allylpiperidin-1-yl)-4-bromo-N-(6-(but-3-en-1-yl(4-methoxybenzyl)amino)pyridin-2-yl)benzamide C(C=C)C1CCN(CC1)C1=C(C(=O)NC2=NC(=CC=C2)N(CC2=CC=C(C=C2)OC)CCC=C)C=CC(=C1)Br